N1(CC1)S(=O)(=O)C=1C(=NC=CC1)NC(=S)N 1-(3-(Aziridin-1-ylsulfonyl)pyridin-2-yl)thiourea